C1=CC(=CC(=C1)SC2=CC=CC(=C2)O)O 3,3'-dihydroxydiphenyl sulfide